1-(3-aminopropyl)-3-(2-hydroxyethyl)-imidazole hydroxide [OH-].NCCCN1CN(C=C1)CCO